1-[3-(Azepan-4-yl)-5-{[(5-chlorothiophen-2-yl)methyl]amino}-1H-pyrazol-1-yl]-2,2-dimethylpropan-1-on N1CCC(CCC1)C1=NN(C(=C1)NCC=1SC(=CC1)Cl)C(C(C)(C)C)=O